(R)-2-chloro-N-(1-(3-nitro-5-(trifluoromethyl)phenyl)ethyl)-6,7-dihydro-5H-pyrrolo[3,4-d]pyrimidin-4-amine ClC=1N=C(C2=C(N1)CNC2)N[C@H](C)C2=CC(=CC(=C2)C(F)(F)F)[N+](=O)[O-]